COC1=CC=C(CN(C2=NC=CC=C2C(C)=O)CC2=CC=C(C=C2)OC)C=C1 1-(2-(Bis(4-methoxybenzyl)amino)pyridin-3-yl)ethan-1-one